bis(4-pentenyl)4-cyclohexene-1,2-dicarboxylic acid C(CCC=C)C1=C(CC(C(C1)C(=O)O)C(=O)O)CCCC=C